6-(6-methoxypyridin-3-yl)-1,4-dimethylisoquinoline-3-carboxylic acid methyl ester COC(=O)C=1N=C(C2=CC=C(C=C2C1C)C=1C=NC(=CC1)OC)C